FC=1C=C(CNC(O[C@H]2[C@H](NC[C@@H]2O)CC2=CC=C(C=C2)C=2C=NN(C2)C(F)F)=O)C=CC1 (2R,3S,4S)-2-(4-(1-(difluoromethyl)-1H-pyrazol-4-yl)benzyl)-4-hydroxypyrrolidin-3-yl (3-fluorobenzyl)carbamate